(+)-zinc lactate C(C(O)C)(=O)[O-].[Zn+2].C(C(O)C)(=O)[O-]